Benzyl (7-(3-butylureido)spiro[3.5]nonan-2-yl)(cyclopropyl)carbamate C(CCC)NC(NC1CCC2(CC(C2)N(C(OCC2=CC=CC=C2)=O)C2CC2)CC1)=O